(E)-1-(2,4-Dihydroxy-6-methoxyphenyl)-3-[4-(trifluoromethyl)phenyl]prop-2-en-1-one OC1=C(C(=CC(=C1)O)OC)C(\C=C\C1=CC=C(C=C1)C(F)(F)F)=O